5-bromo-6-fluoro-1,3-dihydro-1,3,4-triaza-2-indenone BrC=1N=C2NC(NC2=CC1F)=O